OC[C@H](C1=CC=CC=C1)NC1=NC(=NC=C1C(=O)NN)NC1=CC=C2C(N3C(C2=C1)CCCC3)=O 4-(((S)-2-hydroxy-1-phenylethyl)amino)-2-((6-oxo-1,2,3,4,6,10b-hexahydropyrido[2,1-a]isoindol-9-yl)amino)pyrimidine-5-carbohydrazide